ClC1=C2C(=C(NC2=CC=C1F)C(=O)N1C[C@@H]2COCCN2CC1)F (R)-8-(4-chloro-3,5-difluoro-1H-indole-2-carbonyl)hexahydropyrazino[2,1-c][1,4]oxazin